C(C)(=O)NC1=C(CN2C(N(C(C3=CC=C(C=C23)C(=O)NCC2=C(C=C(C=C2F)F)F)C)C)=O)C(=CC=C1)F 1-(2-acetamido-6-fluorobenzyl)-3,4-dimethyl-2-oxo-N-(2,4,6-trifluorobenzyl)-1,2,3,4-tetrahydro-quinazoline-7-carboxamide